(2E)-3-cyclopentyl-acrolein C1(CCCC1)/C=C/C=O